FC1(CCC(CC1)NCCCC1=NN=C(O1)C1=C(C=CC(=C1)C)S(=O)(=O)N1[C@@H](CCC1)C(=O)O)F ((2-(5-(3-((4,4-difluorocyclohexyl)amino)propyl)-1,3,4-oxadiazol-2-yl)-4-methylphenyl)sulfonyl)-L-proline